OC=1C=C(C=CC1O)/C=C/CC1C(C2=CC(=C(C=C2C1)O)O)=O (E)-2-((E)-3-(3,4-dihydroxyphenyl)allyl)-5,6-dihydroxy-2,3-dihydro-1H-inden-1-one